NC1=C(C=NN1C1=C(C=CC(=C1)C)C)C(=O)N1C[C@@]2(CCC1)C1=C(NC(O2)=O)C=CC(=C1F)Cl (R)-1'-(5-Amino-1-(2,5-dimethylphenyl)-1H-pyrazole-4-carbonyl)-6-chloro-5-fluorospiro[benzo[d][1,3]oxazine-4,3'-piperidin]-2(1H)-one